C1(=CC=CC=C1)P(C(C(=C)B1OC(C(O1)(C)C)(C)C)C=1SC=CC1)(C1=CC=CC=C1)=O diphenyl(2-(4,4,5,5-tetramethyl-1,3,2-dioxaborolan-2-yl)-1-(thiophen-2-yl)allyl)phosphine oxide